S1N=CC=CC=C1 [1,2]thiazepine